FC(C1=CC=C(C=C2CN(CC(C2=O)C2=CC=NC=C2)C)C=C1)(F)F 3-(4-trifluoromethyl-benzylidene)-5-(4-pyridyl)-N-methyl-4-piperidone